6-chloro-8-cyclopropyl-2-(pyridin-3-yl)imidazo[1,2-b]pyridazine ClC=1C=C(C=2N(N1)C=C(N2)C=2C=NC=CC2)C2CC2